(2S)-N-[(1R)-1-Phenylethyl]-2-{4'-propyl-[1,1'-biphenyl]-4-yl}-3-(1H-1,2,3-triazol-1-yl)propenamide C1(=CC=CC=C1)[C@@H](C)NC(C(=CN1N=NC=C1)C1=CC=C(C=C1)C1=CC=C(C=C1)CCC)=O